NC1=CC(=C(C(=O)O)C(=C1)F)F 4-amino-2,6-difluorobenzoic acid